O1C[C@H](C12CCC2)N2C[C@H](CC2)NC(=O)[C@H]2CCN(C1(CC1)C2)C(=O)C2=NNC(=C2)C2=CC(=NC=C2F)OC (S)-N-((S)-1-((R)-1-oxaspiro[3.3]heptan-3-yl)pyrrolidin-3-yl)-4-(5-(5-fluoro-2-methoxypyridin-4-yl)-1H-pyrazole-3-carbonyl)-4-azaspiro[2.5]octane-7-carboxamide